3-(5-cyclobutyl-1,3-thiazol-2-yl)-5-[(2S)-tetrahydrofuran-2-ylmethoxy]-N-{(1R)-1-[6-(trifluoromethyl)pyridazin-3-yl]ethyl}benzamide C1(CCC1)C1=CN=C(S1)C=1C=C(C(=O)N[C@H](C)C=2N=NC(=CC2)C(F)(F)F)C=C(C1)OC[C@H]1OCCC1